OC1C(CC(C1)CO)NC(C(=O)OC)CCCCCCCCCC=O methyl (2-hydroxy-4-(hydroxymethyl) cyclopentylamino)-12-oxododecanoate